N1(CCC2(CC1)OCC1=CC=CC=C12)C(=O)[O-] spiro[isobenzofuran-1,4'-piperidine]-1'-carboxylate